NC1=C(C=C2CCC(N(C2=C1)C)=O)C=1C=NN(C1)C1CC1 7-Amino-6-(1-cyclopropyl-1H-pyrazol-4-yl)-1-methyl-3,4-dihydro-quinolin-2(1H)-one